C(=O)=C(CC(=O)N)C1=CC=C(C=C1)C 3-carbonyl-3-(4-methylphenyl)propionamide